BrC1=NN(C(=C1)C(=O)Br)C1=NC=CC=C1Cl 3-bromo-1-(3-chloro-2-pyridinyl)-1H-pyrazole-5-carbonyl bromide